NC1(CC2=CC(=CC=C2CC1)OC1=C(C=CC=C1)C1=C(C(=CC(=C1)F)F)F)C(=O)O 2-amino-7-((2',3',5'-trifluoro-[1,1'-biphenyl]-2-yl)oxy)-1,2,3,4-tetrahydronaphthalene-2-carboxylic acid